C(C)(C)(C)N1C(=NC2=C1C=C(C=C2)C#N)NC(C[C@@](C)(C2=CC=CC=C2)O)=O (S)-N-(1-(tert-butyl)-6-cyano-1H-benzo[d]imidazol-2-yl)-3-hydroxy-3-phenylbutanamide